[(3,5-bis-benzyloxy-pyridine-2-carbonyl)-amino]acetic acid methyl ester COC(CNC(=O)C1=NC=C(C=C1OCC1=CC=CC=C1)OCC1=CC=CC=C1)=O